C(C)OC(=O)C1=C(C=2N(N=C1)C=C(C2)Cl)OS(=O)(=O)C(F)(F)F.NC2(OC1=CC=CC(=C1)OC1=C(C(=C(C(=C1F)F)C=C)F)F)CC(=CC=C2)N 1,3-diaminophenoxy-5-(2,3,5,6-tetrafluoro-4-vinylphenoxy)benzene ethyl-6-chloro-4-(trifluoromethanesulfonyloxy)pyrrolo[1,2-b]pyridazine-3-carboxylate